6-[5,6-difluoro-4-[2-methoxyethyl-(methyl)amino]-8-(methylamino)-9H-pyrido[2,3-b]indol-3-yl]-1-ethyl-4-oxo-1,8-naphthyridine-3-carboxylic acid FC1=C2C3=C(NC2=C(C=C1F)NC)N=CC(=C3N(C)CCOC)C=3C=C1C(C(=CN(C1=NC3)CC)C(=O)O)=O